C(C=C)(=O)N1C[C@H](O[C@@H](C1)C(F)(F)F)C1=CC(=NC(=C1)Cl)C1=CC(=NC=N1)C(=O)NC 6-(4-((2R,6S)-4-acryloyl-6-(trifluoromethyl)morpholin-2-yl)-6-chloropyridin-2-yl)-N-methylpyrimidine-4-carboxamide